methylbutyl-decanone CC(C(CCCCCCCC)=O)CCCC